4-[(1E)-2-phenylethenyl]pyrimidine-5-carboxylate C1(=CC=CC=C1)/C=C/C1=NC=NC=C1C(=O)[O-]